4-(3-chloro-4-methoxybenzyl-amino)-5-pyrimidinecarboxylic acid ethyl ester C(C)OC(=O)C=1C(=NC=NC1)NCC1=CC(=C(C=C1)OC)Cl